3-((4-(2-(5-fluoro-2-methylpyridin-4-yl)-3-isopropyl-1H-indol-5-yl)piperidin-1-yl)methyl)-1,2,4-oxadiazole FC=1C(=CC(=NC1)C)C=1NC2=CC=C(C=C2C1C(C)C)C1CCN(CC1)CC1=NOC=N1